C[C@H]1[C@@H]([C@H]([C@H]([C@H](O1)O[C@@H]2[C@H](O[C@H]([C@@H]([C@H]2O)O)O[C@@H]3[C@H]([C@@H](O[C@H]([C@@H]3O)O[C@@H]4[C@H]([C@@H](O[C@H]([C@@H]4O)OCCCCCN)C)O)C)O)CO)O)O)O The molecule is a tetrasaccharide derivative consisting of an alpha-L-rhamnosyl residue glycosidically linked to a 5-aminopentyl group and which carries at O-3 a beta-L-rhamnosyl-(1->4)-beta-D-glucosyl-(1->3)-alpha-L-rhamnosyl trisaccharide unit. It is a tetrasaccharide derivative and a glycoside.